FC1=C(OC=2N=NC(=C(N2)NC2=CC=C(C=C2)C2CCN(CC2)CC2CN(CC2)C=2C=C3C(N(C(C3=CC2)=O)C2C(NC(CC2)=O)=O)=O)C(=O)N)C=CC=C1F 3-(2,3-Difluorophenoxy)-5-((4-(1-((1-(2-(2,6-dioxopiperidin-3-yl)-1,3-dioxoisoindoline-5-yl)pyrrolidin-3-yl)methyl)piperidin-4-yl)phenyl)amino)-1,2,4-triazine-6-Formamide